O=C1N(CC2=C(C=CC=C12)\C=C\CCCCOC1=NC=C(C=C1)B1OC(C(O1)(C)C)(C)C)C1C(N(C(CC1)=O)COCC[Si](C)(C)C)=O (E)-3-(1-oxo-4-(6-((5-(4,4,5,5-tetramethyl-1,3,2-dioxaborolan-2-yl)pyridin-2-yl)oxy)hex-1-en-1-yl)isoindolin-2-yl)-1-((2-(trimethylsilyl)ethoxy)methyl)piperidine-2,6-dione